(R,E)-N-((4,4'-Difluoro-2'-hydroxy-6'-methyl-5-(trifluoromethyl)-[1,1'-biphenyl]-3-yl)methylene)-2-methylpropane-2-sulfinamide FC1=C(C=C(C=C1C(F)(F)F)C1=C(C=C(C=C1C)F)O)\C=N\[S@](=O)C(C)(C)C